CS(=O)(=O)N1CCN(CC1)C(CN1C(CCC2=CC(=CC=C12)C=1C=CC=2N(N1)C(=NN2)CC=2C=C1C=CC=NC1=CC2)=O)=O 1-(2-(4-(methylsulfonyl)piperazin-1-yl)-2-oxoethyl)-6-(3-(quinolin-6-ylmethyl)-[1,2,4]triazolo[4,3-b]pyridazin-6-yl)-3,4-dihydroquinolin-2(1H)-one